(E)-N,N-diethyl-5-(5-(ethylamino)-4-methyl-2-((4-nitrophenyl)diazenyl)phenoxy)Naphthalene-2-amine C(C)N(C1=CC2=CC=CC(=C2C=C1)OC1=C(C=C(C(=C1)NCC)C)\N=N\C1=CC=C(C=C1)[N+](=O)[O-])CC